imidazo[1,2-a]benzo[4,5]thieno[2,3-c]pyridine N=1C=CN2C1C1=C(C=C2)C2=C(S1)C=CC=C2